1-(2,3-dihydrobenzo[b][1,4]dioxin-6-yl)ethan-1-ol O1C2=C(OCC1)C=C(C=C2)C(C)O